BrC=1SC(=C(N1)C1=C(C=CC=C1C)C)C1=CC(=CC=C1)OCCC(C)(C)C 2-bromo-5-(3-(3,3-dimethylbutoxy)phenyl)-4-(2,6-dimethylphenyl)thiazole